N1(CCOCC1)CCSC[C@@H]([C@@H](CSCCN1CCOCC1)O)O (2r,3s)-1,4-bis(2-morpholinylethylthio)butane-2,3-diol